FC(OC1=C(C=CC=C1)C(C(=O)N1C(OCC1)=O)=C)(F)F 3-(2-(trifluoromethoxyphenyl)acryloyl)oxazolidin-2-one